NC=1C(=NC=C(C1)S(=O)(=O)C1=C(C=C(C=C1)C(F)(F)F)F)C(=O)N1CC(C1)(C(F)(F)F)O 3-amino-5-{[2-fluoro-4-(trifluoromethyl)phenyl]sulfonyl}pyridin-2-yl[3-hydroxy-3-(trifluoromethyl)azetidin-1-yl]methanone